C1=CC=CC=2C3=CC=CC=C3N(C12)C1=C(C#N)C(=C(C(=C1F)N1C2=CC=CC=C2C=2C=CC=CC12)F)N1C2=CC=CC=C2C=2C=CC=CC12 2,4,6-tri(9H-carbazol-9-yl)-3,5-difluorobenzonitrile